CO/C=C/C1=NN(C=C1)CC=1C=CC(=NC1)C(F)(F)F 5-[[3-[(E)-2-methoxyvinyl]pyrazol-1-yl]methyl]-2-(trifluoromethyl)pyridine